methyl 4-amino-3-methyl-5-{[(2S)-oxetan-2-ylmethyl]amino}benzoate NC1=C(C=C(C(=O)OC)C=C1NC[C@H]1OCC1)C